2-amino-3'-hydroxy-2',6'-dimethyl-5-(pyridin-3-yl)-[1,1'-biphenyl]-3-carboxamide NC1=C(C=C(C=C1C(=O)N)C=1C=NC=CC1)C1=C(C(=CC=C1C)O)C